1,3-dimethyl-1,1,3,3-tetraethyldisilazane C[Si](N[Si](CC)(CC)C)(CC)CC